COC1=NC(=NN2C1=CC(=C2)B2OC(C(O2)(C)C)(C)C)CO (4-Methoxy-6-(4,4,5,5-tetramethyl-1,3,2-dioxaborolan-2-yl)pyrrolo[2,1-f][1,2,4]triazin-2-yl)methanol